2-chloro-5-(2'-methyl-5'-(perfluoroethyl)-4'-(trifluoromethyl)-2'H-[1,3'-bipyrazole]-4-yl)benzoic acid ClC1=C(C(=O)O)C=C(C=C1)C=1C=NN(C1)C=1N(N=C(C1C(F)(F)F)C(C(F)(F)F)(F)F)C